C1(=CC=C(C=C1)N(C1=CC=2C(C3=CC=CC=C3C2C=C1)(C)C)C1=CC=C(C=C1)C=1C=CC=2N(C3=CC=CC=C3C2C1)C1=CC=CC=C1)C1=CC=CC=C1 N-(biphenyl-4-yl)9,9-dimethyl-N-(4-(9-phenyl-9H-carbazol-3-yl)phenyl)-9H-fluoren-2-amine